O1[C@@H](COCC1)COC=1C=C2C=CN=C(C2=CC1)NC=1C=NC(=NC1)Cl (S)-6-((1,4-dioxan-2-yl)methoxy)-N-(2-chloropyrimidin-5-yl)isoquinolin-1-amine